COC=1C=C(C=CC1N1N=C(C=2C=NC(=CC21)C=2C=NN1C2N=CC=C1)C)NS(=O)(=O)CCC(=O)N 3-(N-(3-methoxy-4-(3-methyl-6-(pyrazolo[1,5-a]pyrimidin-3-yl)-1H-pyrazolo[4,3-c]pyridin-1-yl)phenyl)sulfamoyl)propanamide